5-isopropyl-uracil sodium (S)-3-(3-(1,5-dimethyl-4-oxido-2-oxo-1,2-dihydropyridin-3-yl)ureido)-3-(5-phenylfuran-2-yl)propanoate CN1C(C(=C(C(=C1)C)[O-])NC(N[C@@H](CC(=O)[O-])C=1OC(=CC1)C1=CC=CC=C1)=O)=O.[Na+].C(C)(C)C=1C(NC(NC1)=O)=O.[Na+]